C(N)(=O)C=1C=C2C(=CC=NC2=CC1OC)OC1=CC(=C(C=C1)C1C(C1)(C(=O)NC1=CC=C(C=C1)F)C(=O)N)Cl (4-((6-carbamoyl-7-methoxyquinolin-4-yl)oxy)-2-chlorophenyl)-N-(4-fluorophenyl)cyclopropane-1,1-dicarboxamide